tri(2-methoxy-4-propylphenyl) phosphate P(=O)(OC1=C(C=C(C=C1)CCC)OC)(OC1=C(C=C(C=C1)CCC)OC)OC1=C(C=C(C=C1)CCC)OC